COC(CN1C(CC(CC1)C(=O)OC)C(F)(F)F)=O methyl 1-(2-methoxy-2-oxoethyl)-2-(trifluoromethyl)piperidine-4-carboxylate